3,3,3-trifluoro-2-methylpropan-1-amine hydrochloride Cl.FC(C(CN)C)(F)F